CN(C=1N=NC(=C2C1N(C=C2)C)C2=CC=C(C=C2)C(F)(F)F)[C@H]2CNCCC2 (R)-N,1-dimethyl-N-(piperidin-3-yl)-4-(4-(trifluoromethyl)phenyl)-1H-pyrrolo[2,3-d]pyridazin-7-amine